CN(C)C1=CC=C(C#N)C=C1 p-N,N-dimethylaminobenzonitrile